1-((4-((7-methoxy-6-(methylcarbamoyl)quinolin-4-yl)oxy)phenyl)carbamoyl)cyclopropane-1-carboxylic acid COC1=C(C=C2C(=CC=NC2=C1)OC1=CC=C(C=C1)NC(=O)C1(CC1)C(=O)O)C(NC)=O